COC=1C=C(CN2C=NC=3C2=NC=C(C3)C3=CC2(CCCN3C2)O)C=CC1OCC=1C=NC(=CC1)OC 7-(3-(3-methoxy-4-((6-methoxypyridin-3-yl)methoxy)benzyl)-3H-imidazo[4,5-b]pyridin-6-yl)-1-azabicyclo[3.2.1]oct-6-en-5-ol